COC1CN(C1)C1=CC=CC(=N1)NC1=CC(=C2C(=N1)NN(C2=O)C)NC2=C(C=CC=C2)S(=O)(=O)C 6-((6-(3-methoxyazetidin-1-yl)pyridin-2-yl)amino)-2-methyl-4-((2-(methylsulfonyl)phenyl)amino)-1,2-dihydro-3H-pyrazolo[3,4-b]pyridin-3-one